C(C)OC(C(=O)C1=C(C=CC(=C1)F)OCOC)=O 2-(5-Fluoro-2-(methoxymethoxy)phenyl)-2-oxoacetic acid ethyl ester